ClC1=NC=CC(=N1)OCCCOC 2-chloro-4-(3-methoxy-propoxy)-pyrimidine